pentyl-(amyl)acetone C(CCCC)C(C(C)=O)CCCCC